benzyl (2-(2-(4-fluorophenyl)-6-(((1R,5S,6s)-3-(8-(1-hydroxyethyl)imidazo[1,2-a]pyridine-6-carbonyl)-3-azabicyclo[3.1.0]hexan-6-yl)oxy)pyridin-4-yl)propan-2-yl)carbamate FC1=CC=C(C=C1)C1=NC(=CC(=C1)C(C)(C)NC(OCC1=CC=CC=C1)=O)OC1[C@@H]2CN(C[C@H]12)C(=O)C=1C=C(C=2N(C1)C=CN2)C(C)O